Oleoyl-L-tryptophan methyl ester COC([C@@H](NC(CCCCCCC\C=C/CCCCCCCC)=O)CC1=CNC2=CC=CC=C12)=O